1,1,1,3,3,3-hexafluoropropan-2-yl 4-(2-(pyrrolidin-1-yl)-4-(trifluoromethyl)benzyl)piperazine-1-carboxylate bis-HCl salt Cl.Cl.N1(CCCC1)C1=C(CN2CCN(CC2)C(=O)OC(C(F)(F)F)C(F)(F)F)C=CC(=C1)C(F)(F)F